methyl-oxazolone tert-butyl-4-[4-({7-oxo-8-phenyl-5-[2-(triisopropylsilyl)ethynyl]pyrido[2,3-d]pyrimidin-2-yl}amino)phenyl]piperidine-1-carboxylate C(C)(C)(C)OC(=O)N1CCC(CC1)C1=CC=C(C=C1)NC=1N=CC2=C(N1)N(C(C=C2C#C[Si](C(C)C)(C(C)C)C(C)C)=O)C2=CC=CC=C2.CC=2NC(OC2)=O